[5-3H]deoxycytidine [C@@H]1(C[C@H](O)[C@@H](CO)O1)N1C(=O)N=C(N)C(=C1)[3H]